C(C1=CC=CC=C1)(C1=CC=CC=C1)N1CC(C1)(C#N)CCCCO[Si](C)(C)C(C)(C)C 1-benzhydryl-3-(4-((tert-butyldimethylsilyl)oxy)butyl)azetidine-3-carbonitrile